cis-3-(aminomethyl)cyclobutyl (S)-1-(4-fluorophenyl)-3,4-dihydroisoquinoline-2(1H)-carboxylate FC1=CC=C(C=C1)[C@@H]1N(CCC2=CC=CC=C12)C(=O)O[C@@H]1C[C@@H](C1)CN